C(C)(C)(C)OC(=O)N1CCC(CC1)C1=CC(=C(C=C1)C)O 4-(3-hydroxy-4-methylphenyl)piperidine-1-carboxylic acid tert-butyl ester